C(CCC)OC(C(=O)C1=CC=CC=C1)C1=CC=CC=C1 2-n-butoxy-2-phenylacetophenone